tertiary pentylbenzene C(C)(C)(CC)C1=CC=CC=C1